C(=CCCCC)C1=CC=C(C=C1)C=CC(=O)C1=C(OCC(=O)O)C=C(C=C1)OCC=C(C)C 2-[2-[3-(4-Hex-1-enylphenyl)prop-2-enoyl]-5-(3-methylbut-2-enoxy)phenoxy]acetic acid